ClC1=CC=C(C=C1)NS(=O)(=O)C=1C=C(C=CC1)NC(=O)C1=NC=CN=C1 N-(3-(N-(4-chlorophenyl)sulfamoyl)phenyl)pyrazine-2-carboxamide